2-[3-(4-ethylphenyl)-1-[2-[[1-[2-(4-methylpiperazin-1-yl)-2-oxo-ethyl]pyrazol-4-yl]amino]-[1,2,4]triazolo[1,5-a]pyridin-8-yl]azetidin-3-yl]acetonitrile C(C)C1=CC=C(C=C1)C1(CN(C1)C=1C=2N(C=CC1)N=C(N2)NC=2C=NN(C2)CC(=O)N2CCN(CC2)C)CC#N